C(CCCCC)NC(=O)[C@H]1CN(CCCN1C(CCCCCCC)=O)C(=O)C1=CC=C(C(=O)N2C[C@H]([C@@H](C2)C(=O)N[C@@H]2[C@H](C2)C2=CC=CC=C2)C(=O)N[C@@H]2[C@H](C2)C2=CC=CC=C2)C=C1 (3S,4S)-1-(4-((R)-3-(hexylcarbamoyl)-4-octanoyl-1,4-diazepane-1-carbonyl)benzoyl)-N3,N4-bis((1S,2R)-2-phenylcyclopropyl)pyrrolidine-3,4-dicarboxamide